4-nonadecyl-1-octadecyl-imidazolium tetrakis(pentafluorophenyl)borate FC1=C(C(=C(C(=C1[B-](C1=C(C(=C(C(=C1F)F)F)F)F)(C1=C(C(=C(C(=C1F)F)F)F)F)C1=C(C(=C(C(=C1F)F)F)F)F)F)F)F)F.C(CCCCCCCCCCCCCCCCCC)C=1[NH+]=CN(C1)CCCCCCCCCCCCCCCCCC